NC1=CC(C(CC1)(C)CC)=O 3-amino-6-ethyl-6-methylcyclohex-2-en-1-one